CN1C(C(C2=CC=CC=C12)(C)C)=C 1,3,3-trimethyl-2-methyleneindoline